N1(CCC1)CC1(CC1)NC(=O)C1(CC1)C=1C=C(C=CC1)C N-(1-(azetidin-1-ylmethyl)cyclopropyl)-1-(m-tolyl)cyclopropane-1-carboxamide